((3ar,5r,6as)-2-(6-amino-5-(2-chloro-3-methylphenyl)pyrazin-2-yl)-5-methyl-octahydrocyclopenta[c]pyrrol-5-yl)carbamic acid tert-butyl ester C(C)(C)(C)OC(NC1(C[C@@H]2[C@@H](CN(C2)C2=NC(=C(N=C2)C2=C(C(=CC=C2)C)Cl)N)C1)C)=O